copper ammonium [NH4+].[Cu+2]